(3R,4R)-1-(1-(4-(1,1-difluoroethyl)benzyl)-5,6-difluoro-1H-benzimidazol-2-yl)-4-fluoro-3-piperidinamine FC(C)(F)C1=CC=C(CN2C(=NC3=C2C=C(C(=C3)F)F)N3C[C@H]([C@@H](CC3)F)N)C=C1